C(CCCCCCCCCCC)C1=C(C=CC=C1)O.[Na].[Na] disodium dodecyl-phenol